C1(=CC=CC2=CC=CC=C12)[Si](OC)(OC)OC (1-naphthyl)trimethoxysilane